FC1=CC(=C(C(=O)N)C=C1)NC1=C(C=C(C=C1)I)F 4-fluoro-2-(2-fluoro-4-iodoanilinyl)Benzamide